5-(2,8-dimethyl-[1,2,4]triazolo[1,5-a]pyrazin-6-yl)-2-{3-[(3S)-3-(propan-2-yl)piperazin-1-yl]-1,2,4-triazin-6-yl}phenol dihydrochloride Cl.Cl.CC1=NN2C(C(=NC(=C2)C=2C=CC(=C(C2)O)C2=CN=C(N=N2)N2C[C@@H](NCC2)C(C)C)C)=N1